NC=1C(N(C2=CC(=C(C=C2N1)C)Br)C=1C(=NC=CC1)O)=O 3-Amino-7-bromo-1-(2-hydroxypyridin-3-yl)-6-methylquinoxaline-2(1H)-on